CN1N=CC2=CC=C(C=C12)C1=C(C(=O)OC)C=C(C=C1)[N+](=O)[O-] Methyl 2-(1-methyl-1H-indazol-6-yl)-5-nitrobenzoate